C1(CC1)C1=CC=C(C=C1)C1=CN=C(O1)NC=1C(=NC=CC1)C(=NO)N ((5-(4-cyclopropylphenyl)oxazol-2-yl)amino)-N'-hydroxypyridinecarboxamidine